BrC#CC1=CC=C(C=C1)C1=CC=CC=C1 4-(2-bromoethynyl)biphenyl